(S)-4-(2-chloro-4-methoxy-5-methylphenyl)-N-(2-cyclopropyl-1-(3-fluoro-4-methylphenyl)ethyl)-5-methylthiazol-2-amine ClC1=C(C=C(C(=C1)OC)C)C=1N=C(SC1C)N[C@@H](CC1CC1)C1=CC(=C(C=C1)C)F